(1R,3S,5S)-N-methyl-N-[6-[4-(1H-pyrazol-4-yl)-1H-indol-7-yl]pyridazin-3-yl]-8-azabicyclo[3.2.1]octan-3-amine CN(C1C[C@H]2CC[C@@H](C1)N2)C=2N=NC(=CC2)C=2C=CC(=C1C=CNC21)C=2C=NNC2